OC(=O)C(F)(F)F.OC1CN=C(NC1)C1=C(OCC=2C=NC=C(C#N)C2)C=C(C=C1)OCC=1C(=C(C=CC1)C1=CC=CC=C1)C 5-((2-(5-hydroxy-1,4,5,6-tetrahydropyrimidin-2-yl)-5-((2-methyl-[1,1'-biphenyl]-3-yl)methoxy)phenoxy)methyl)nicotinonitrile TFA salt